3-[4-(hydroxyamino)-4-methyl-5-oxo-4,5-dihydro-1H-pyrazol-3-yl]Pyridin-1-ium-1-ol ONC1(C(=NNC1=O)C=1C=[N+](C=CC1)O)C